4-(4-((1R,5S)-3,8-diazabicyclo[3.2.1]octan-3-yl)-6-chloro-8-fluoro-2-((hexahydro-1H-pyrrolizin-7a-yl)methoxy)quinazolin-7-yl)-2-amino-7-fluorobenzo[b]thiophene-3-carbonitrile [C@H]12CN(C[C@H](CC1)N2)C2=NC(=NC1=C(C(=C(C=C21)Cl)C2=CC=C(C=1SC(=C(C12)C#N)N)F)F)OCC12CCCN2CCC1